NC1=C2C(=NC=N1)N(N=C2C2=CC=C(C=C2)OC2=CC=CC=C2)[C@H]2CN(CCC2)C(CCCCCCCCCCSC2=C1CN(C(C1=CC=C2)=O)C2C(NC(CC2)=O)=O)=O 3-(4-((11-((R)-3-(4-amino-3-(4-phenoxyphenyl)-1H-pyrazolo[3,4-d]pyrimidine-1-yl)piperidin-1-yl)-11-oxoundecyl)thio)-1-oxoisoindoline-2-yl)piperidine-2,6-dione